[Cl-].C1(=CC=CC=C1)PC=1SC=CC1 phenyl-(2-thienyl)phosphine chloride